1-Cyclopentyl-N-[(2,3-difluorophenyl)methyl]-5-oxopyrrolidin-3-carboxamid C1(CCCC1)N1CC(CC1=O)C(=O)NCC1=C(C(=CC=C1)F)F